(2-((8-(tert-butyloxycarbonyl)-1,8-diazaspiro[4.5]decan-1-yl)methyl)-5-(trifluoromethyl)phenyl)-L-alanine C(C)(C)(C)OC(=O)N1CCC2(CCCN2CC2=C(C=C(C=C2)C(F)(F)F)N[C@@H](C)C(=O)O)CC1